N2-(3-methyltetrahydrofuran-3-yl)-6-(2-pyridyl)pyridine-2,3-diamine CC1(COCC1)NC1=NC(=CC=C1N)C1=NC=CC=C1